3-((2S)-3-(8-(6-chloronaphthalen-2-ylsulphonyl)-1-oxa-8-azaspiro[4.5]decan-3-ylamino)-2-hydroxypropoxy)-N-methylbenzenesulphonamide ClC=1C=C2C=CC(=CC2=CC1)S(=O)(=O)N1CCC2(CC(CO2)NC[C@@H](COC=2C=C(C=CC2)S(=O)(=O)NC)O)CC1